NC1=NC2=CC=C(C=C2C=N1)C=1C(=C(C=CC1F)NS(=O)(=O)C1=CC(=C(C=C1)Cl)Cl)F N-(3-(2-aminoquinazolin-6-yl)-2,4-difluorophenyl)-3,4-dichlorobenzenesulfonamide